1-[2-Chloro-6-(2-methyl-1,3-thiazol-5-yl)pyrimidin-4-yl]-5-methoxy-1,2,3-benzotriazole ClC1=NC(=CC(=N1)N1N=NC2=C1C=CC(=C2)OC)C2=CN=C(S2)C